phenyl-6-(phenylamino)-1,3,5-triazin-2-ylcarbamic acid ethyl ester C(C)OC(N(C1=NC(=NC=N1)NC1=CC=CC=C1)C1=CC=CC=C1)=O